C(C1=CC=CC=C1)OC1OCCC1 2-benzyloxytetrahydrofuran